N-(1-(2-(cyclopropanesulfonamido)thiazol-4-yl)propyl)-4-(pyridin-3-yl)benzamide C1(CC1)S(=O)(=O)NC=1SC=C(N1)C(CC)NC(C1=CC=C(C=C1)C=1C=NC=CC1)=O